(S)-5-(4-amino-2-(1H-tetrazol-5-yl)benzamido)-2-(4-(2-(2,4-diamino-5-chloroquinazolin-6-yl)ethyl)benzamido)pentanoic acid NC1=CC(=C(C(=O)NCCC[C@@H](C(=O)O)NC(C2=CC=C(C=C2)CCC=2C(=C3C(=NC(=NC3=CC2)N)N)Cl)=O)C=C1)C1=NN=NN1